NC=1N=C(C=C2C=C(N=CC12)NC(=O)[C@@H]1[C@H](C1)C=1C=NN(C1)C)C=1C=NC(=CC1C)OC (1S,2S)-N-(8-amino-6-(6-methoxy-4-methylpyridin-3-yl)-2,7-naphthyridin-3-yl)-2-(1-methyl-1H-pyrazol-4-yl)cyclopropane-1-carboxamide